2-(5-cyano-6-((2s,3r)-3-hydroxy-2-methylazetidin-1-yl)-4-(trifluoromethyl)pyridin-2-yl)-2-azaspiro[3.3]heptane-6-carboxylic acid C(#N)C=1C(=CC(=NC1N1[C@H]([C@@H](C1)O)C)N1CC2(C1)CC(C2)C(=O)O)C(F)(F)F